bis(trifluoromethyl)-bis(trifluoromethoxy)-sulfane FC(F)(F)S(OC(F)(F)F)(OC(F)(F)F)C(F)(F)F